C1(CC1)N1N=C(C(=C1)NC1=NC=C(C(=N1)OCC1CCC(CC1)NC(C)=O)F)C N-((1R,4R)-4-(((2-((1-cyclopropyl-3-methyl-1H-pyrazol-4-yl)amino)-5-fluoropyrimidin-4-yl)oxy)methyl)cyclohexyl)acetamide